N-(1-cyclopropylpiperidin-3-yl)-2-(8-(ethyl)-5-oxothieno[3',2':4,5]pyrrolo[1,2-d][1,2,4]triazin-6(5H)-yl)acetamide C1(CC1)N1CC(CCC1)NC(CN1N=C(N2C(C1=O)=CC1=C2SC=C1)CC)=O